N-[4-(benzyloxy)phenyl]-3-(5-chloro-2-{[(3S)-3-(morpholin-4-ylmethyl)-3,4-dihydroisoquinolin-2(1H)-yl]carbonyl}phenyl)-N-(2-cyanobenzyl)-5,6,7,8-tetrahydroindolizine-1-carboxamide C(C1=CC=CC=C1)OC1=CC=C(C=C1)N(C(=O)C=1C=C(N2CCCCC12)C1=C(C=CC(=C1)Cl)C(=O)N1CC2=CC=CC=C2C[C@H]1CN1CCOCC1)CC1=C(C=CC=C1)C#N